(±)-trans-tert-butyl-4-((5-isopropoxypyridin-2-yl) oxy)-3-methoxypiperidine-1-carboxylate C(C)(C)(C)OC(=O)N1C[C@H]([C@@H](CC1)OC1=NC=C(C=C1)OC(C)C)OC |r|